BrC1=C2C=CN(C2=C(C(=C1)Cl)Cl)S(=O)(=O)C1=CC=CC=C1 4-bromo-6,7-dichloro-1-(phenyl-sulfonyl)-1H-indole